1,1'-(benzo[d]thiazole-2,6-diyl)bis[3-(4-chlorophenyl)urea] S1C(=NC2=C1C=C(C=C2)NC(=O)NC2=CC=C(C=C2)Cl)NC(=O)NC2=CC=C(C=C2)Cl